C(CCCCCCCCCCCCCCC)OC(CCCCCCC\C=C/CCCCCCCC)=O Cetyloleate